[CuH].C(CCCCCCC\C=C/CCCCCCCC)(=O)OCC(OC(CCCCCCCCCCCCCCC)=O)COC(CCCCCCC\C=C/CCCCCCCC)=O 1,3-Dioleoyl-2-palmitoyl-glycerol copper (i) hydride